Tert-Butyl 2-((6-(3-fluorophenyl)pyridin-2-yl)methyl)-3-oxopyrrolidine-1-carboxylate FC=1C=C(C=CC1)C1=CC=CC(=N1)CC1N(CCC1=O)C(=O)OC(C)(C)C